2-(2,6-dioxopiperidin-3-yl)-5-((6-(5-((1r,3r)-3-((5-(5-methyl-5H-pyrido[4,3-b]indol-7-yl)pyridin-2-yl)oxy)cyclobutoxy)pyridin-2-yl)hex-5-yn-1-yl)oxy)isoindoline-1,3-dione O=C1NC(CCC1N1C(C2=CC=C(C=C2C1=O)OCCCCC#CC1=NC=C(C=C1)OC1CC(C1)OC1=NC=C(C=C1)C=1C=CC=2C3=C(N(C2C1)C)C=CN=C3)=O)=O